(5RS)-5-[(3,3-Difluoropyrrolidin-1-yl)carbonyl]-2-(4-methylbenzyl)-5,6,7,8-tetrahydro[1,2,4]triazolo[4,3-a]pyridin-3(2H)-one FC1(CN(CC1)C(=O)[C@H]1CCCC=2N1C(N(N2)CC2=CC=C(C=C2)C)=O)F |r|